C(C)(C)(C)C1CCN(CC1)C(=O)C1=C(C=C(C=C1)C1=NN=C(N1)C)C1=NN(C=C1)C(C)C (4-tert-butyl-1-piperidyl)-[2-(1-isopropylpyrazol-3-yl)-4-(5-methyl-4H-1,2,4-triazol-3-yl)phenyl]methanone